FC(COC(=O)N1CC=2N=C(N=C(C2C1)I)N)(C)F.ClC1=C(OCC2=NNC(=C2)NC2=CC=CC=C2)C(=C(C=C1OC)OC)Cl (3-((2,6-dichloro-3,5-dimethoxyphenoxy)methyl)-1H-pyrazol-5-yl)aniline 2,2-difluoropropyl-2-amino-4-iodo-5,7-dihydro-6H-pyrrolo[3,4-d]pyrimidine-6-carboxylate